(4-bromophenyl)(3-hydroxy-3-methylazetidin-1-yl)methanone BrC1=CC=C(C=C1)C(=O)N1CC(C1)(C)O